O1COC2=C1C=CC=C2CN2[C@H](C[C@@H](C2)F)C(=O)NC2=CC=C(C=C2)C2=NC=CC=N2 (2R,4S)-1-(benzo[d][1,3]dioxol-4-ylmethyl)-4-fluoro-N-(4-(pyrimidin-2-yl)phenyl)pyrrolidine-2-carboxamide